O=C(CCN1C(CCC1)=O)N1CCC(=CC1)B1OC(C(O1)(C)C)(C)C 1-(3-oxo-3-(4-(4,4,5,5-tetramethyl-1,3,2-dioxaborolan-2-yl)-3,6-dihydropyridin-1(2H)-yl)propyl)pyrrolidin-2-one